N1C(=CC=CC=C1)C1N(CCCC1)C(=O)O azepinyl-piperidinyl-carboxylic acid